C(C)N1N=NC2=C1C=CC=C2 1-ethyl-benzotriazole